C(CCCCC)N1CCN(CC1)C=1N=CC2=C(N1)NC=C2 (4-hexylpiperazin-1-yl)-7H-pyrrolo[2,3-d]pyrimidine